CC=1OC2=C(C1C(=O)OCC)C=C(C=C2)C(C(F)(F)F)C2=CC=CC=C2 ethyl 2-methyl-5-(2,2,2-trifluoro-1-phenylethyl)benzofuran-3-carboxylate